C(C)OC1=C(C=C(C=C1)F)S(=O)(=O)NC1=CC=2C=3N([C@@H](COC2N=C1)C)N=CC3 2-ethoxy-5-fluoro-N-[(5R)-5-methyl-5,6-dihydropyrazolo[1,5-d]pyrido[3,2-f][1,4]oxazepin-10-yl]benzenesulfonamide